(R)-(1-(3-amino-4-(phenylthio)butyl)piperidin-4-yl)methanol hydrochloride Cl.N[C@H](CCN1CCC(CC1)CO)CSC1=CC=CC=C1